C(C)(C)(C)OC(=O)N1CCC=CC1 3,6-dihydropyridine-1(2H)-carboxylic acid tertButyl ester